Cl.COC(=O)C1=C(SC(=C1C)C(NCCNC([C@H](CC(C)C)N)=O)=O)C(C(CC)C1=CC=C(C=C1)F)=O 5-((2-((S)-2-amino-4-methylpentanamido)ethyl)carbamoyl)-2-(2-(4-fluorophenyl)butyryl)-4-methylthiophene-3-carboxylic acid methyl ester hydrochloride